BrC1=C(C=C(C=C1F)C1=CC(=CC=C1)C(F)(F)F)F 4-bromo-3,5-difluoro-3'-(trifluoromethyl)-1,1'-biphenyl